thiadiazinethione C1=CS(=S)NN=C1